17α,21-dihydroxypregn-4-ene-3,11,20-trione acetate C(C)(=O)O.O[C@]1(C(CO)=O)CC[C@H]2[C@@H]3CCC4=CC(CC[C@]4(C)[C@H]3C(C[C@]12C)=O)=O